2-amino-suberate NC(C(=O)[O-])CCCCCC(=O)[O-]